BrCC1=CC=C(C=C1)C(C(F)(F)F)=[N+]=[N-] 1-(bromomethyl)-4-(1-diazo-2,2,2-trifluoroethyl)benzene